C2-fluoro-4-[2-(methylamino)ethyl]Phenol FC1=C(C=CC(=C1)CCNC)O